[rel-(2S)-5-[6-fluoro-5-[[4-methyl-6-(methylamino)pyrimidin-2-yl]amino]-2,3-dihydrobenzofuran-7-yl]-2,3,4,7-tetrahydro-1H-azepin-2-yl]methanol FC1=C(C2=C(CCO2)C=C1NC1=NC(=CC(=N1)C)NC)C=1CC[C@H](NCC1)CO |o1:23|